FC=1C=C(C=NC1)C=1N=C(C2=C(N1)CN(C2)C(=O)OC(C)(C)C)NCCC2=CNC1=CC(=CC=C21)OC Tert-Butyl 2-(5-Fluoropyridin-3-yl)-4-{[2-(6-Methoxy-1H-Indol-3-yl)Ethyl]Amino}-5H,6H,7H-Pyrrolo[3,4-d]Pyrimidine-6-Carboxylate